CN1C=2C=CC=CC2NC2=CC=CC=C12 5-methyl-5,10-dihydrophenazine